NC(C(C1CCCCC1)NC([O-])=O)=O (2-amino-1-cyclohexyl-2-oxoethyl)carbamate